5-(1H-indole-2-carbonyl)-4,5,6,7-tetrahydroisoxazolo[4,3-c]pyridine-3-carboxylic acid N1C(=CC2=CC=CC=C12)C(=O)N1CC=2C(CC1)=NOC2C(=O)O